4-cyclopropyl-1-((2-(trimethylsilyl)ethoxy)methyl)-indole-3-carbonitrile C1(CC1)C1=C2C(=CN(C2=CC=C1)COCC[Si](C)(C)C)C#N